NC1=CC=C2C(=N1)[C@H](COC2=O)C |o1:7| (R or S)-2-amino-8-methyl-7,8-dihydro-5H-pyrano[4,3-b]pyridin-5-one